2-methyl-2-(diphenylphosphinomethyl)-1,3-bis-(diphenylphosphino)propane CC(CP(C1=CC=CC=C1)C1=CC=CC=C1)(CP(C1=CC=CC=C1)C1=CC=CC=C1)CP(C1=CC=CC=C1)C1=CC=CC=C1